(4S)-3-[(2S,3R)-2-methyl-3-(1,2,3,4-tetrahydroisoquinolin-5-yl)butanoyl]-4-propan-2-yl-1,3-oxazolidin-2-one hydrochloride Cl.C[C@H](C(=O)N1C(OC[C@@H]1C(C)C)=O)[C@@H](C)C1=C2CCNCC2=CC=C1